(R)-N-cyclobutoxy-4-((3S,8S,9S,10R,13R,14S,17R)-3-hydroxy-10,13-dimethyl-2,3,4,7,8,9,10,11,12,13,14,15,16,17-tetradecahydro-1H-cyclopenta[a]phenanthren-17-yl)-N-methylpentanamide C1(CCC1)ON(C(CC[C@@H](C)[C@H]1CC[C@H]2[C@@H]3CC=C4C[C@H](CC[C@@]4([C@H]3CC[C@]12C)C)O)=O)C